N,N-di(hexadecyl)acetamide C(CCCCCCCCCCCCCCC)N(C(C)=O)CCCCCCCCCCCCCCCC